((1R,6S)-7-oxabicyclo[4.1.0]heptane-3-yl)carbamic acid benzyl ester C(C1=CC=CC=C1)OC(NC1C[C@H]2O[C@H]2CC1)=O